ClC1=C2C=C(N(C(C2=CC(=N1)Cl)=O)C)C 5,7-dichloro-2,3-dimethyl-2,6-naphthyridin-1(2H)-one